C(C1=CC=CC=C1)N1C(C(NC2=CC=C(C=C12)C)=O)C(F)F 4-benzyl-3-(difluoromethyl)-6-methyl-3,4-dihydroquinoxalin-2(1H)-one